ClC=1C=C(NC2(CCC3(C(CC4=CC=CC=C34)C3=CC(=CC=C3)OCC3CC3)CC2)C(=O)O)C=CC1 (1r,4r)-4-(3-chloroanilino)-2'-[3-(cyclopropylmethoxy)phenyl]-2',3'-dihydrospiro[cyclohexane-1,1'-indene]-4-carboxylic acid